2-{3-[3-(tert-butylamino)pyrrolidin-1-yl]-1,2,4-triazin-6-yl}-5-(1-methyl-1H-pyrazolo[3,4-b]pyridin-5-yl)phenol C(C)(C)(C)NC1CN(CC1)C=1N=NC(=CN1)C1=C(C=C(C=C1)C=1C=C2C(=NC1)N(N=C2)C)O